(4,4-difluoro-6-methylcyclohex-1-en-1-yl)-4-(2,5-difluorophenyl)pyridin-3-amine FC1(CC=C(C(C1)C)C1=NC=CC(=C1N)C1=C(C=CC(=C1)F)F)F